NCCCC\C=C/CCCCCCCC(=O)O 14-amino-myristoleic acid